ClC=1C2=C(N=CN1)N(C=C2)[C@H]2[C@@H]([C@@H]([C@H](C2)C(=O)OC)O)O methyl (1S,2R,3S,4R)-4-{4-chloropyrrolo[2,3-d]pyrimidin-7-yl}-2,3-dihydroxycyclopentane-1-carboxylate